8-(1-ethylcyclohexyloxymethyloxycarbonyl)-tetracyclo[4.4.0.12,5.17,10]-3-dodecene C(C)C1(CCCCC1)OCOC(=O)C1C2C3C4C=CC(C3C(C1)C2)C4